n-pentyltri(tert-butoxy)tin C(CCCC)[Sn](OC(C)(C)C)(OC(C)(C)C)OC(C)(C)C